C(C)(C)(C)C1=C(C=C(C=C1)C)O 2-tertiary-butyl-5-methylphenol